BrC1=CC=C(C=C1)N1C(C2(CC1)NC1=CC(=CC=C1C2)O)=O (4-bromophenyl)-6-hydroxyspiro[indoline-2,3'-pyrrolidin]-2'-one